1-((R)-2-(5-isopropyl-3-((2-(4-methoxypiperidin-1-yl)pyrimidin-4-yl)amino)-8-((2R,3S)-2-methyl-3-((methylsulfonyl)methyl)azetidin-1-yl)isoquinolin-6-yl)azetidin-1-yl)prop-2-en-1-one C(C)(C)C1=C2C=C(N=CC2=C(C=C1[C@@H]1N(CC1)C(C=C)=O)N1[C@@H]([C@H](C1)CS(=O)(=O)C)C)NC1=NC(=NC=C1)N1CCC(CC1)OC